6-((5-(4-(1H-pyrazol-1-yl)phenyl)-1H-pyrazol-3-yl)amino)benzo[d]thiazol N1(N=CC=C1)C1=CC=C(C=C1)C1=CC(=NN1)NC1=CC2=C(N=CS2)C=C1